Methyl 4-((4-(tert-butyl)benzyl)oxy)quinoline-2-carboxylate C(C)(C)(C)C1=CC=C(COC2=CC(=NC3=CC=CC=C23)C(=O)OC)C=C1